{2-[5-chloro-2-(2H-1,2,3-triazol-2-yl)benzoyl]-4-methyl-2-azabicyclo[3.1.1]heptan-3-yl}methanamine ClC=1C=CC(=C(C(=O)N2C3CC(C(C2CN)C)C3)C1)N1N=CC=N1